[Fe].ClC1=C(CC=2NC=C(N2)C2=C(C=C(C=C2)Cl)Cl)C=CC=C1Cl 2-(2,3-dichlorobenzyl)-4-(2,4-dichlorophenyl)imidazole IRON